(4-amino-1-methyl-1H-pyrazolo[4,3-c]quinolin-8-yl)(3-(4-methoxyphenyl)hexahydropyrrolo[1,2-a]pyrazin-2(1H)-yl)methanone NC1=NC=2C=CC(=CC2C2=C1C=NN2C)C(=O)N2CC1N(CC2C2=CC=C(C=C2)OC)CCC1